2-oxo-propionic acid-4-nitrobenzoyl hydrazone [N+](=O)([O-])C1=CC=C(C(=O)NN=C(C(C)=O)O)C=C1